N-(4-hydroxy-3-(methylsulfonylamino)phenyl)-1-(2-methyl-2H-indazol-5-yl)-1H-pyrazole-4-carboxamide OC1=C(C=C(C=C1)NC(=O)C=1C=NN(C1)C1=CC2=CN(N=C2C=C1)C)NS(=O)(=O)C